(1R,2S,3R)-2-methyl-3-(pyrimidin-4-yl)cyclopropane-1-carboxylic acid C[C@@H]1[C@H]([C@@H]1C1=NC=NC=C1)C(=O)O